7-(3-{[1-(2-methoxyethyl)-1H-pyrazol-3-yl]carbamoyl}azetidin-1-yl)-5-methyl-4-oxo-1-(1,2,4-thiadiazol-5-yl)-1,4-dihydro-1,8-naphthyridine-3-carboxylic acid COCCN1N=C(C=C1)NC(=O)C1CN(C1)C1=CC(=C2C(C(=CN(C2=N1)C1=NC=NS1)C(=O)O)=O)C